N-(4-(5-chloropyridin-3-yl)phenyl)-2-(2-(cyclopropanesulfonamido)thiazol-4-yl)-2-ethylbutanamide ClC=1C=C(C=NC1)C1=CC=C(C=C1)NC(C(CC)(CC)C=1N=C(SC1)NS(=O)(=O)C1CC1)=O